FC=1C(=NC=C(C1)F)CN(C(=O)C1=CN=C(S1)N1CCC(CC1)N1C[C@@H](CCC1)C)C N-[(3,5-difluoropyridin-2-yl)methyl]-N-methyl-2-[(3R)-3-methyl[1,4'-bipiperidin]-1'-yl]-1,3-thiazole-5-carboxamide